N1N=CC(=C1)CCNC1=NC(=NC(=C1C)C)C(=O)N[C@@H](C)C=1SC=CC1 (S)-4-((2-(1H-pyrazol-4-yl)ethyl)amino)-5,6-dimethyl-N-(1-(thiophen-2-yl)ethyl)pyrimidine-2-carboxamide